COC(CC1N(CCCC1)S(=O)(=O)N)(C)C (2-methoxy-2-methylpropyl)piperidine-1-sulfonamide